FC=1C(=C(C=CC1F)[C@H]1[C@@H](O[C@@]([C@H]1C)(C(F)(F)F)C)C(=O)NC1=CC=CC(=N1)C(=O)N)OC 6-[[(2R,3S,4S,5S)-3-(3,4-Difluoro-2-methoxy-phenyl)-4,5-dimethyl-5-(trifluoromethyl)tetrahydrofuran-2-carbonyl]amino]pyridin-2-carboxamid